indoleyl-zirconium Dichloride [Cl-].[Cl-].N1C(=CC2=CC=CC=C12)[Zr+2]